2-[4-[(E)-3-(4-Piperidin-1-ylphenyl)prop-2-enoyl]phenoxy]acetic acid N1(CCCCC1)C1=CC=C(C=C1)/C=C/C(=O)C1=CC=C(OCC(=O)O)C=C1